(3S)-3-[4-(4-oxocyclohexyl)-2,3-dihydroquinoxalin-1-yl]piperidine-2,6-dione O=C1CCC(CC1)N1CCN(C2=CC=CC=C12)[C@@H]1C(NC(CC1)=O)=O